1-[3-acetyl-5-chloro-6-[5-[(6-methylpyridazin-3-yl)amino]benzimidazol-1-yl]-2-pyridinyl]-5-methyl-pyrazole-3-carbonitrile C(C)(=O)C=1C(=NC(=C(C1)Cl)N1C=NC2=C1C=CC(=C2)NC=2N=NC(=CC2)C)N2N=C(C=C2C)C#N